C(=O)(O)C(O)C(O)C(=O)O.C([C@H](O)[C@@H](O)C(=O)O)(=O)O L-tartaric acid tartrate